amino-ethoxymethyl ether NC(OCC)OC(N)OCC